[Cl-].C(C)[N+](CC)(CC)CC TetraEthyl-Ammonium Chloride